2-amino-1H-imidazole-4,5-dinitrile NC=1NC(=C(N1)C#N)C#N